C1(=CC=CC2=CC=CC=C12)N(C=1C2(C3=CC4=CC=CC=C4C3=CC1)C=CC=C1C3=CC=CC=C3C=C12)C1=C(C(=CC=2C3=CC=CC=C3CC12)C1=CC=CC=C1)C1=CC=CC=C1 (naphthyl)(diphenylfluorenyl)(spirobifluorenyl)amine